O1C(=CC=C1)C(\C=C\C1=CC=CC=C1)=O (E)-1-(furan-2-yl)-3-phenylprop-2-en-1-one